O=C1N(CC=2C3=C(C=CC12)C=CC(=C3)C3=CC(=CC=C3)NC(CC)=O)CC(C(=O)N)=C 2-{[3-oxo-8-(3-propanamidophenyl)-1H,2H,3H-benzo[e]isoindol-2-yl]methyl}prop-2-enamide